C1=CC=CC=2OCC=3C4=CC=CC=C4OC3C12 coumestan